icosyl acrylate C(C=C)(=O)OCCCCCCCCCCCCCCCCCCCC